C(C1=CC=CC=C1)N[C@@H]1[C@@H](CCCC1)N(C=1C=C2C(N(C(C2=CC1)=O)C1C(NC(CC1)=O)=O)=O)C 5-(((1R,2S)-2-(benzylamino)cyclohexyl)(methyl)amino)-2-(2,6-dioxopiperidin-3-yl)isoindoline-1,3-dione